OC1=CC=C(C=C1)C#CC1=CC=C(C=C1)[N+](=O)[O-] 4-hydroxy-4'-nitro-tolan